C(C1=CC=CC=C1)O[C@@H]1C[C@]2(N(C(OC2=O)=O)C1)C (6R,7aR)-6-(benzyloxy)-7a-methyltetrahydro-1H,3H-pyrrolo[1,2-c]oxazole-1,3-dione